C1(CC1)C1=NC=C(C=N1)C=1N=C(SC1)OC1=CC(=C(C=C1)NC(OC(C)(C)C)=O)F tert-butyl N-(4-{[4-(2-cyclopropylpyrimidin-5-yl)-1,3-thiazol-2-yl]oxy}-2-fluorophenyl)carbamate